CC1(OCC2=C(O1)C=CC(=C2)C2OC2)C 2,2-dimethyl-6-(oxirane-2-yl)-4H-benzo[d][1,3]dioxin